(1R,3S)-3-(3-{[(1-methyl-1H-1,2,3-triazol-5-yl)-carbonyl]amino}-1H-pyrazol-5-yl)cyclopentyl tert-butylcarbamate C(C)(C)(C)NC(O[C@H]1C[C@H](CC1)C1=CC(=NN1)NC(=O)C1=CN=NN1C)=O